tert-butyl (3-(((5,7-dichloro-8-fluoro-2-(methylthio)pyrido[4,3-d]pyrimidin-4-yl)((1R,2S)-2-hydroxycyclobutyl)amino)methyl)pyridin-2-yl)carbamate ClC1=NC(=C(C=2N=C(N=C(C21)N([C@H]2[C@H](CC2)O)CC=2C(=NC=CC2)NC(OC(C)(C)C)=O)SC)F)Cl